2,4-Difluorophenyl 3-hydroxy-3-methylbutanoate OC(CC(=O)OC1=C(C=C(C=C1)F)F)(C)C